trimelamine diphosphate OP(O)(=O)OP(=O)(O)O.N1=C(N)N=C(N)N=C1N.N1=C(N)N=C(N)N=C1N.N1=C(N)N=C(N)N=C1N